tert-butyl (2S)-2-(hydroxymethyl)-5,5-dimethyl-1,4-oxaazepane-4-carboxylate OC[C@H]1OCCC(N(C1)C(=O)OC(C)(C)C)(C)C